N-(5-bromo-2-chloropyridin-4-yl)-2-methoxyethylsulfamide BrC=1C(=CC(=NC1)Cl)N(S(=O)(=O)N)CCOC